C(\C=C/C(=O)O)(=O)O.NC(CO)(CO)CO tromethamine maleate salt